C(C)(=O)[O-].C(CCC)N1C=[N+](C=C1)C 1-butyl-3-methylimidazolium acetate salt